C(C)N1C[C@@H](NCC1)C(C)C (S)-4-ethyl-2-isopropylpiperazin